2-ethoxy-9H-purin-8-ol C(C)OC1=NC=C2N=C(NC2=N1)O